CC=1C(=C(C=C(C1)C(F)(F)F)O)C=1C=CC=2C(N1)=NN(C2)[C@@H]2CCOCCC2 (S)-3-methyl-2-[2-(oxepan-4-yl)pyrazolo[3,4-b]pyridin-6-yl]-5-(trifluoromethyl)phenol